2-(3-oxopropyl)-3H-imidazo[4,5-b]pyridine-3-carboxylic acid tert-butyl ester C(C)(C)(C)OC(=O)N1C(=NC=2C1=NC=CC2)CCC=O